4-((tetrahydrofuran-3-yl)amino)isoindoline O1CC(CC1)NC1=C2CNCC2=CC=C1